8-(3-amino-2,3-dihydrobenzofuran-6-yl)-N2-(tert-butyl)pyrido[4,3-d]pyrimidine-2,5-diamine NC1COC2=C1C=CC(=C2)C2=CN=C(C1=C2N=C(N=C1)NC(C)(C)C)N